FC1=C(C=C(C=C1C)C1=C(C=C(C=C1C)F)C)[C@H](CC(=O)O)NC([C@H](CC(C)C)N1N=C(C=C(C1=O)C)CCN1CC(CC1)(F)F)=O (S)-3-(4,4'-difluoro-2',5,6'-trimethyl-[1,1'-biphenyl]-3-yl)-3-((S)-2-(3-(2-(3,3-difluoropyrrolidin-1-yl)ethyl)-5-methyl-6-oxopyridazin-1(6H)-yl)-4-methylpentanamido)propanoic acid